(S)-2-(3-(1H-benzo[d]imidazol-5-yl)-2-oxooxazolidin-4-yl)-5-(2,2-difluoropropoxy)benzonitrile N1C=NC2=C1C=CC(=C2)N2C(OC[C@@H]2C2=C(C#N)C=C(C=C2)OCC(C)(F)F)=O